hexyl-acrylate C(CCCCC)OC(C=C)=O